oxazintrione O1NC(C(C(C1)=O)=O)=O